C(C)(C)C1=CC(=NC(=N1)NC(=O)NC1=CC=C(C=C1)OC(F)(F)F)NCCCN(C(OC(C)(C)C)=O)C tert-Butyl (3-((6-isopropyl-2-(3-(4-(trifluoromethoxy)phenyl)ureido)pyrimidin-4-yl)amino)propyl)(methyl)carbamate